SCC1=C(C(=CC=C1)CS)CS 1,2,3-tris(Mercaptomethyl)benzene